6,7-dichloro-3-(4-chlorobenzyl)-1,3,4,9-tetrahydro-[1,2,6]thiadiazino[4,3-g]indole 2,2-dioxide ClC=1C=2C(=CNC2C2=C(C1)CN(S(N2)(=O)=O)CC2=CC=C(C=C2)Cl)Cl